(E)-3-((6-chloro-2-methyl-2H-indazol-5-yl)imino)-6-((1-methyl-1H-1,2,4-triazol-3-yl)methyl)-4-(2,4,5-trifluorobenzyl)-3,4-dihydro-1,2,4-triazin-5(2H)-one ClC=1C(=CC2=CN(N=C2C1)C)\N=C/1\NN=C(C(N1CC1=C(C=C(C(=C1)F)F)F)=O)CC1=NN(C=N1)C